FC(OC1=NC=C(C(=C1)I)F)F 2-(difluoromethoxy)-5-fluoro-4-iodopyridine